C(O)(O)=O.OCC(C(C(C(CO)O)O)O)O 1,2,3,4,5,6-hexahydroxyhexane carbonate